C(C)(C)(C)OC(=O)N1CC(CC(C1)C)C1=CC(=C(C=C1)C(F)(F)F)N 3-(3-amino-4-trifluoromethyl-phenyl)-5-methyl-piperidine-1-carboxylic acid tert-butyl ester